[C@H]12[C@H](C[C@H](CC1)O2)NC(OC(C)(C)C)=O |r| rac-tert-butyl ((1R,2S,4S)-7-oxabicyclo[2.2.1]heptan-2-yl)carbamate